(12aR)-9-bromo-10-fluoro-6-oxo-3,4,12,12a-tetrahydro-6H-pyrazino[2,1-c][1,4]benzooxazepine-2(1H)-carboxylic acid tert-butyl ester C(C)(C)(C)OC(=O)N1C[C@@H]2COC3=C(C(N2CC1)=O)C=CC(=C3F)Br